B(OC1=C(C=CC(=C1)OC)OC)([O-])[O-] 2,5-dimethoxyphenyl borate